O[C@@]1(CC[C@@H]2[C@H]3CC[C@]4([C@H]([C@@H]3CC[C@@H]2C1)C[C@@H]4C(CN4N=NC=C4)=O)C)C 1-((1S,2aS,2bR,4aR,6R,8aS,8bR,10aS)-6-hydroxy-6,10a-dimethylhexadecahydrocyclobuta[a]phenanthren-1-yl)-2-(1H-1,2,3-triazol-1-yl)ethan-1-one